(1R,2S)-2-(3-{[2-isopropyl-5-methoxy-6-(morpholin-4-yl)pyrimidin-4-yl]amino}-1H-indazol-6-yl)-5'-methoxy-1'H-spiro[cyclopropane-1,3'-indol]-2'-one C(C)(C)C1=NC(=C(C(=N1)NC1=NNC2=CC(=CC=C12)[C@@H]1C[C@@]12C(NC1=CC=C(C=C21)OC)=O)OC)N2CCOCC2